2-{6-azaspiro[2.5]octan-6-yl}-N-{3',4'-dihydro-1'H-spiro[cyclopentane-1,2'-naphthalen]-5'-yl}-4-iodobenzamide C1CC12CCN(CC2)C2=C(C(=O)NC1=C3CCC4(CC3=CC=C1)CCCC4)C=CC(=C2)I